N1(CCC2(CC1)CC1=C(C=CC=3N1C=NN3)C2)C(=O)[O-] 6,8-dihydrospiro[cyclopenta[e][1,2,4]triazolo[4,3-a]pyridine-7,4'-piperidine]-1'-carboxylate